N,N-dimethylbenzimidazole-2-amine CN(C=1NC2=C(N1)C=CC=C2)C